benzyl (2E)-3-(1,3-oxazol-4-yl)prop-2-enoate O1C=NC(=C1)/C=C/C(=O)OCC1=CC=CC=C1